dimethyl (4-(3-amino-6-(2,4-dimethylphenyl)pyrazine-2-carboxamido)phenylsulfonyl)methylphosphonate NC=1C(=NC(=CN1)C1=C(C=C(C=C1)C)C)C(=O)NC1=CC=C(C=C1)S(=O)(=O)CP(OC)(OC)=O